biphenyl Calcium [Ca].C1(=CC=CC=C1)C1=CC=CC=C1